Cl.C1(CC1)C=1[C@H](C2(CC1)CCNCC2)N (S)-2-cyclopropyl-8-azaspiro[4.5]dec-2-en-1-amine hydrochloride